zinc (II)-zinc dithiocarbamate C(N)([S-])=S.[Zn+2].[Zn+2].C(N)([S-])=S.C(N)([S-])=S.C(N)([S-])=S